ferric oxide hydroxide monohydrate O.[OH-].[O-2].[Fe+3]